O=S1(CC(C=C1)NC(=O)C1=CC(=C(C=C1)C1=CC(=C(C=C1)C)C)F)=O N-(1,1-dioxido-2,3-dihydrothiophen-3-yl)-2-fluoro-3',4'-dimethyl-[1,1'-biphenyl]-4-carboxamide